(S)-3-((5-aminopyrimidin-4-yl)oxy)-N-(1-(2-oxo-2-(3-(p-tolyloxy)piperidin-1-yl)ethyl)-1H-pyrazol-4-yl)propanamide NC=1C(=NC=NC1)OCCC(=O)NC=1C=NN(C1)CC(N1C[C@H](CCC1)OC1=CC=C(C=C1)C)=O